CN1C[C@@H](N2C3=C(N=C(N=C13)NCC=1C=NN(C1)CC=1C=NC(=CC1)C(F)(F)F)C=C2)C (S)-4,6-dimethyl-N-((1-((6-(trifluoromethyl)pyridin-3-yl)methyl)-1H-pyrazol-4-yl)methyl)-5,6-dihydro-4H-pyrrolo[3,2,1-de]pteridin-2-amine